C(C)(C)(C)OC(=O)N1C[C@H]([C@H](CCC1)OC1=NC(=CN=C1)NC1=NNC(=C1)OC(F)F)F.CC(CCCCC)NC(C=C)=O N-2-heptyl-acrylamide tert-butyl-(3R,4S)-4-((6-((5-(difluoromethoxy)-1H-pyrazol-3-yl)amino)pyrazin-2-yl)oxy)-3-fluoroazepane-1-carboxylate